tert-butyl N-[(3R)-7-[5-[2-[tert-butyl(dimethyl)silyl]oxyspiro[3.3]heptan-6-yl]-1,3,4-oxadiazol-2-yl]-5-[(4-chlorophenyl)methyl]-4-oxo-2,3-dihydro-1λ4,5-benzothiazepin-3-yl]carbamate [Si](C)(C)(C(C)(C)C)OC1CC2(C1)CC(C2)C2=NN=C(O2)C=2C=CC1=C(N(C([C@H](C[SH2]1)NC(OC(C)(C)C)=O)=O)CC1=CC=C(C=C1)Cl)C2